2-(4-iodobutyl)isoquinolin-3(2H)-one ICCCCN1C=C2C=CC=CC2=CC1=O